C(C=C)(=O)N1C[C@@H](N(CC1)C1=NC(N2C3=C(C(=C(C=C13)Cl)C1=C(C=C(C=C1)F)F)SC[C@H]2COC)=O)C (3R)-7-((S)-4-acryloyl-2-methylpiperazin-1-yl)-9-chloro-10-(2,4-difluorophenyl)-3-(methoxymethyl)-2,3-dihydro-5H-[1,4]thiazino[2,3,4-ij]quinazolin-5-one